(2S)-2-(4-chloro-2-propionylphenoxy)propionic acid ClC1=CC(=C(O[C@H](C(=O)O)C)C=C1)C(CC)=O